CS(=O)C1=CC=C(C=C1)C1=CC2=NC=CC(=C2O1)C1=CC(=NC=C1)C(=O)N1CCOCC1 (4-(2-(4-(methylsulfinyl)phenyl)furo[3,2-b]pyridin-7-yl)pyridin-2-yl)(morpholino)methanone